(S)-4-cyclopropyloxazolidine-2,5-dione C1(CC1)[C@@H]1NC(OC1=O)=O